CC1=CC=C(C(=N1)C(F)(F)F)C=1C=C2CN(CC2=CC1)C(CN1N=C(N=C1)C#N)=O 1-(2-(5-(6-methyl-2-(trifluoromethyl)pyridin-3-yl)isoindolin-2-yl)-2-oxoethyl)-1H-1,2,4-triazole-3-carbonitrile